4-((6-(4-(trifluoromethyl)piperidin-1-yl)naphthalen-2-yl)amino)cyclohexane-1-carboxamide FC(C1CCN(CC1)C=1C=C2C=CC(=CC2=CC1)NC1CCC(CC1)C(=O)N)(F)F